C(#N)C[C@]1(OC2=C(C1)C=C(C=C2[C@@H](C)N[S@](=O)C(C)(C)C)F)C (R)-N-((R)-1-((S)-2-(cyanomethyl)-5-fluoro-2-methyl-2,3-dihydrobenzofuran-7-yl)ethyl)-2-methylpropan-2-sulfinamide